C(C)(=O)N1C(CCC1=O)C(=O)NC1=C(C=CC(=C1)OC1=CC(=CC=C1)F)OC 1-Acetyl-N-(5-(3-fluorophenoxy)-2-methoxyphenyl)-5-oxopyrrolidine-2-carboxamide